C(C)(C)(C)N(C(O)=O)CCSSCCOC(=O)OC1=CC=C(C=C1)[N+](=O)[O-].FC(C(C(F)(F)F)(F)F)([Si](Cl)(Cl)Cl)C(C(C(C(C(C(F)(F)F)(F)F)(F)F)(F)F)(F)F)(F)F perfluorohexyl-propyl-trichlorosilane tert-butyl-(2-((2-(((4-nitrophenoxy)carbonyl)oxy)ethyl)disulfaneyl)ethyl)carbamate